Tributyl-(1-(2-(methoxy)phenyl)vinyl)stannane Ethyl-2-(2-{[6-(5-methyl-1,2,4-oxadiazol-3-yl)pyridin-2-yl]formamido}ethyl)-3-oxo-2,3-dihydro-1H-isoindole-5-carboxylate C(C)OC(=O)C=1C=C2C(N(CC2=CC1)CCNC(=O)C1=NC(=CC=C1)C1=NOC(=N1)C)=O.C(CCC)[Sn](C(=C)C1=C(C=CC=C1)OC)(CCCC)CCCC